(3-(2-amino-2-methyl-2,3-dihydro-1H-inden-5-yl)-6-(2,3-dichlorophenyl)-5-methylpyrazin-2-yl)methanol NC1(CC2=CC=C(C=C2C1)C=1C(=NC(=C(N1)C)C1=C(C(=CC=C1)Cl)Cl)CO)C